N(=[N+]=[N-])CCCOC1=C(C=CC(=C1)C=O)C=O (3-azidopropoxy)benzene-1,4-dialdehyde